CC1CN(C2=CC=CC=C2C1)C(=O)C=1C=NC=C(C1)N1N=NC=C1 (3,4-dihydro-3-methyl-1(2H)-quinolinyl)[5-(1H-1,2,3-triazol-1-yl)-3-pyridinyl]-methanone